5-chloro-N-(2-chloro-4-nitrophenyl)-2-(piperidin-4-yloxy)benzamide ClC=1C=CC(=C(C(=O)NC2=C(C=C(C=C2)[N+](=O)[O-])Cl)C1)OC1CCNCC1